N-(1-Phenethylpiperidin-4-yl)furan-3-carboxamid C(CC1=CC=CC=C1)N1CCC(CC1)NC(=O)C1=COC=C1